FC=1C=C(C#N)C=CC1N1CCC(CC1)SC1=CC=C(C=C1)CO 3-Fluoro-4-(4-((4-(hydroxymethyl)phenyl)thio)piperidin-1-yl)benzonitrile